4-((4-cyclohexylphenyl)amino)-2-(2-methylmorpholino)pyrido[2,3-d]pyrimidine-6-carboxamide C1(CCCCC1)C1=CC=C(C=C1)NC=1C2=C(N=C(N1)N1CC(OCC1)C)N=CC(=C2)C(=O)N